diisobutyl (1-methyl-1-(2-methylphenyl)methylene)malonate CC(C1=C(C=CC=C1)C)=C(C(=O)OCC(C)C)C(=O)OCC(C)C